2-[1-(1,2,4-thiadiazol-5-yl)azetidin-3-yl]-1-(2,3,4-trimethyl-5,7-dihydro-6H-pyrrolo[3,4-b]pyridin-6-yl)ethanone S1N=CN=C1N1CC(C1)CC(=O)N1CC2=NC(=C(C(=C2C1)C)C)C